ClC(C(C(C(F)(F)Cl)(F)Cl)(F)Cl)(F)F 1,2,3,4-tetrachloro-1,1,2,3,4,4-hexafluorobutane